1,4-dimethoxy-2,5-benzenediboronic acid COC1=C(C=C(C(=C1)B(O)O)OC)B(O)O